CC1=CC=C(C=C1)C1(NN2C(=NC=CC2=N1)C1=CC(=C(C(=C1)OC)OC)OC)CCC(=O)OP(=O)(O)O.C(C)(C)(C)P(C1=CC(=CC=C1)OC)C(C)(C)C di-(tert-butyl)(3-methoxyphenyl)phosphine 2-(4-methylphenyl)-5-(3,4,5-trimethoxyphenyl)-[1,2,4]triazolo[1,5-c]pyrimidinepropionyl-phosphate